NC(CCC1CC1)(C1=CC=NC=C1)C=1C=CC(=C(C1)NC(=O)C1=CC(=NN1C1=CC(=CC=C1)CN)C(F)(F)F)F (-)-N-(5-(1-amino-3-cyclopropyl-1-(pyridin-4-yl)propyl)-2-fluorophenyl)-1-(3-(aminomethyl)phenyl)-3-(trifluoromethyl)-1H-pyrazole-5-carboxamide